C(C)(C)(C)OC(=O)NCCCN1C2=CC(=CC=C2C=2C=CC(=CC12)C(=O)O)C(=O)O 9-(3-((t-Butoxycarbonyl)amino)propyl)-9H-carbazole-2,7-dicarboxylic acid